C1(CC1)CNC1=CC(=CC(=N1)N1CC2=C(C=C(C=C2C1=O)C=O)C(F)(F)F)C1(CCC1)CC1=NN=CN1C 2-(6-((cyclopropylmethyl)amino)-4-(1-((4-methyl-4H-1,2,4-triazol-3-yl)methyl)cyclobutyl)pyridin-2-yl)-3-oxo-7-(trifluoromethyl)isoindoline-5-carbaldehyde